2'-(1H-tetrazol-5-yl)[1,1-biphenyl] N1N=NN=C1C1=C(C=CC=C1)C1=CC=CC=C1